(+/-)-4-[3-(2-chloro-4-dimethylphosphoryl-phenyl)-1,4-oxazepan-4-yl]-6-methyl-pyrimidin-2-amine ClC1=C(C=CC(=C1)P(=O)(C)C)[C@@H]1COCCCN1C1=NC(=NC(=C1)C)N |r|